C(C)(CC)O[Zr](C(CC(=O)COCC)=O)(C(CC(=O)COCC)=O)C(CC(=O)COCC)=O mono-sec-butoxy-tris(ethoxyacetoacetyl)zirconium